O[C@H]1[C@@H]([C@H]2[C@H]([C@H]([C@H]3[C@@H]4CC[C@H]([C@@H](CCC(=O)NS(=O)(=O)C5=CC=C(C=C5)C(F)(F)F)C)[C@]4(CC[C@@H]3[C@]2(CC1)C)C)O)CC)F N-(3a,7a-Dihydroxy-4β-fluoro-6a-ethyl-5β-cholan-24-oyl)-4-trifluoromethylphenylsulfonamid